3-[(2-chloro-2-fluoro-acetyl)-[[rac-(2S)-2-(benzylsulfonylamino)-3-cyclohexyl-propanoyl]amino]amino]propanamide ClC(C(=O)N(CCC(=O)N)NC([C@H](CC1CCCCC1)NS(=O)(=O)CC1=CC=CC=C1)=O)F |r|